C(C)(C)(C)OC(=O)NC1OCCC(C1)C(=O)NN (tert-Butoxycarbonyl)aminotetrahydro-2H-pyran-4-hydrazide